5-bromo-2,4-dimethoxy-pyridine BrC=1C(=CC(=NC1)OC)OC